N-(2-(1-(3-chloro-4-((3,5-difluoropyridin-2-yl)methoxy)-5',6-dimethyl-2-carbonyl-2H-[1,4'-bipyridin]-2'-yl)-1H-pyrazol-3-yl)propan-2-yl)acetamide ClC=1C(N(C(=CC1OCC1=NC=C(C=C1F)F)C)C1=CC(=NC=C1C)N1N=C(C=C1)C(C)(C)NC(C)=O)=C=O